(R)-N-((S)-6-isopropyl-9-p-toluenesulfonyl-2,3,4,9-tetrahydro-1H-carbazol-4-yl)-2-methylpropan-2-sulfinamide C(C)(C)C=1C=C2C=3[C@H](CCCC3N(C2=CC1)S(=O)(=O)C1=CC=C(C)C=C1)N[S@](=O)C(C)(C)C